(rac)-2-(4,5-dichloro-6-oxopyridazin-1(6H)-yl)-N-(4-ethyl-3-(N-(2-(pyridin-2-yl)ethyl)sulfamoyl)phenyl)propanamide ClC=1C=NN(C(C1Cl)=O)[C@@H](C(=O)NC1=CC(=C(C=C1)CC)S(NCCC1=NC=CC=C1)(=O)=O)C |r|